BrC1=CC=C2C(=C(C=NC2=C1)NC(=O)[C@@H]1CN(CCC1)C(=O)OC(C)(C)C)NC(C)C tert-Butyl (S)-3-((7-bromo-4-(isopropylamino)quinolin-3-yl)carbamoyl)piperidine-1-carboxylate